COC1=CC=C(C=C1)N1N=C(C(=CC1=O)C)C(=O)N 1-(4-methoxyphenyl)-4-methyl-6-oxo-1,6-dihydropyridazine-3-carboxamide